6-[4-(difluoro-methylsulfanyl)phenyl]-5-[4-[(3S)-1-(3-fluoropropyl)pyrrolidin-3-yl]oxyphenyl]-8,9-dihydro-7H-benzo[7]annulen-2-ol FC(SC1=CC=C(C=C1)C1=C(C2=C(CCC1)C=C(C=C2)O)C2=CC=C(C=C2)O[C@@H]2CN(CC2)CCCF)F